{[(4-methoxyphenyl)methyl]amino}-N-{4-[(4-oxetan-3-ylpiperazinyl)methyl]phenyl}carboxamide COC1=CC=C(C=C1)CNC(=O)NC1=CC=C(C=C1)CN1CCN(CC1)C1COC1